Cl.FC1=CC(=CC2=C1N=C(S2)C2CCNCC2)C=2C=C(C=1N(N2)C=C(N1)C)CC(=O)OC Methyl {6-[4-Fluoro-2-(piperidin-4-yl)-1,3-benzothiazol-6-yl]-2-methylimidazo[1,2-b]pyridazin-8-yl}acetat-Hydrochlorid